1-triethoxysilyl-6-(diethylamino)(methyldimethoxysilylpropylamino)methylsilylhexane C(C)O[Si](C(CCCCCN(CC)CC)[SiH2]CNCCC[Si](OC)(OC)C)(OCC)OCC